C(C)(C)(C)OC(=O)N1[C@@H]2C(=C[C@H]1CC2)C(F)(F)F |r| (+-)-(1S,4R)-2-(trifluoromethyl)-7-azabicyclo[2.2.1]hept-2-ene-7-carboxylic acid tert-butyl ester